(6-(5-isopropoxy-1-trityl-1H-indazol-3-yl)-3-methylpyridazin-4-yl)morpholine C(C)(C)OC=1C=C2C(=NN(C2=CC1)C(C1=CC=CC=C1)(C1=CC=CC=C1)C1=CC=CC=C1)C1=CC(=C(N=N1)C)N1CCOCC1